(S)-4-((2-(3,5-difluorophenoxy)ethyl)(4-(5,6,7,8-tetrahydro-1,8-naphthyridin-2-yl)butyl)amino)-2-((6-(pyridin-4-yl)pyrazin-2-yl)amino)butanoic acid FC=1C=C(OCCN(CC[C@@H](C(=O)O)NC2=NC(=CN=C2)C2=CC=NC=C2)CCCCC2=NC=3NCCCC3C=C2)C=C(C1)F